Cl.NC1=C2NC(N(C2=NC(=N1)OCCCC)CCCN(CCCN1CCCCC1)CC1=CC=C(C=C1)CC(=O)OC)=O methyl (4-{[[3-(6-amino-2-butoxy-8-oxo-7,8-dihydro-9H-purin-9-yl)propyl](3-piperidin-1-ylpropyl)amino]methyl}phenyl)acetate hydrochloride